N-(2,4-difluoro-3-(2-(trifluoromethoxy)acetamido)phenyl)benzamide FC1=C(C=CC(=C1NC(COC(F)(F)F)=O)F)NC(C1=CC=CC=C1)=O